(R)-4-(7-(difluorometh-yl)imidazo[1,2-a]pyridin-3-yl)-7-((6-((dimethyl-amino)methyl)-(5-tetrahydrofuran-3-yl)pyridin-2-yl)amino)isoindolin-1-one FC(C1=CC=2N(C=C1)C(=CN2)C2=C1CNC(C1=C(C=C2)NC2=NC(=C(C=C2)[C@@H]2COCC2)CN(C)C)=O)F